FC1=C(CC2=C(/C(/OC2=O)=N/C2CCC(CC2)C)CC(=O)OCC)C=CC=C1 Ethyl (Z)-2-(4-(2-fluorobenzyl)-2-((4-methylcyclohexyl)imino)-5-oxo-2,5-dihydrofuran-3-yl)acetate